Cl.ClC=1C=NC(=NC1)C(=O)NC1=C(C(=CC=C1)[C@]1(NC(N(C(C1)=O)[C@H]1C[C@H](OCC1)C)=N)C)Cl |o1:24,26| 5-Chloro-N-(2-chloro-3-{(4S)-2-imino-4-methyl-1-[(2R*,4R*)-2-methyltetrahydropyran-4-yl]-6-oxo-hexahydropyrimidin-4-yl}phenyl)-pyrimidine-2-carboxamide hydrochloride